Cl.CC1CC2(CC(N(C2)C2=NC=CC(=C2)C(F)(F)F)=O)CC(N1)C 7,9-dimethyl-2-(4-(trifluoromethyl)pyridin-2-yl)-2,8-diazaspiro[4.5]decan-3-one hydrochloride